C(C)S(=O)(=O)C=1C(=NC=C(C1)C1=CC(=CC=C1)C(F)(F)F)C1=NC=C2N=C(N(C2=N1)C)C(F)(F)F 2-(3-(ethylsulfonyl)-5-(3-(trifluoromethyl)phenyl)pyridin-2-yl)-9-methyl-8-(trifluoromethyl)-9H-purine